C1(CC1)C#CC1=C(C=NN1C1CCN(CC1)C(=O)C1(CCC1)C)CNC1=C2C(N(C(C2=CC=C1)=O)C1C(NC(CC1)=O)=O)=O 4-(((5-(Cyclopropylethynyl)-1-(1-(1-methylcyclobutane-1-carbonyl)piperidin-4-yl)-1H-pyrazol-4-yl)methyl)amino)-2-(2,6-dioxopiperidin-3-yl)isoindoline-1,3-dione